ethyldimethylglycine hydrochloride Cl.C(C)C(N(C)C)C(=O)O